[C].[Mg].O(C(=O)C)[C@@H](CNC(C)=O)CCl (S)-N-(2-acetoxyl-3-chloropropyl)acetamide magnesium carbon